3-bromo-6-chloro-4-fluoro-1-(p-toluenesulfonyl)pyrrolo[2,3-b]pyridine BrC1=CN(C2=NC(=CC(=C21)F)Cl)S(=O)(=O)C2=CC=C(C)C=C2